OC=1C=C(C(=O)OCCCBr)C=C(C1OC)OC 3-bromopropyl 3-hydroxy-4,5-dimethoxybenzoate